N1-(4-bromobenzyl)-N2,N2-dimethylethane-1,2-diamine BrC1=CC=C(CNCCN(C)C)C=C1